OC=1C=CC=2C(=COC=C3C2C=CC(=C3)O)C1 3,9-dihydroxydibenzo[c,e]oxepin